C(C)(C)(C)OOC(C)(C)C1=CC=C(C=C1)C(C)(C)OOC(C)(C)C 1,4-bis[(tert-butylperoxy)isopropyl]benzene